1-((3S,4R)-4-hydroxy-3-((S)-5H-imidazo[5,1-a]isoindol-5-yl)piperidin-1-yl)ethanone O[C@H]1[C@@H](CN(CC1)C(C)=O)[C@@H]1N2C(C3=CC=CC=C13)=CN=C2